C1(=CC=CC=C1)N1C2=CC=CC=C2C=2C1=CC=C1C3=CC=CC=C3NC21 5,12-dihydro-5-phenylindolo[3,2-a]carbazole